C(C1=CC=CC=C1)OC1=CC(=C(C=C1OCC1=CC=CC=C1)CO)F (4,5-bis(benzyloxy)-2-fluorophenyl)methanol